N1C=C(C2=CC=CC=C12)C1=C2C(C(N(C2=CC(=C1)C(=O)N)CC1=CSC(=C1)C(F)(F)F)=C=O)(C)C 1H-indol-3-yl-3,3-dimethyl-2-carbonyl-1-((5-(trifluoromethyl)thiophen-3-yl)methyl)indoline-6-carboxamide